ClC=1C(=NC(=NC1)NC1=CC=NN1CCCCCCCNC(COC1=C2C(N(C(C2=CC=C1)=O)C1C(NC(CC1)=O)=O)=O)=O)C1=CNC2=CC=CC=C12 N-(7-(5-((5-chloro-4-(1H-indol-3-yl)pyrimidin-2-yl)amino)-1H-pyrazol-1-yl)heptyl)-2-((2-(2,6-dioxopiperidin-3-yl)-1,3-dioxoisoindoline-4-yl)oxy)acetamide